[N-](S(=O)(=O)C(F)(F)F)S(=O)(=O)C(F)(F)F.OCCC=1NC=C[N+]1C (2-hydroxyethyl)-3-methylimidazolium bis(trifluoromethanesulfonyl)imide